N-[3-chloro-5-(6-methyl-7-oxo-6,7-dihydro-1H-pyrrolo[2,3-c]pyridin-4-yl)-4-phenoxyphenyl]methanesulfonamide ClC=1C=C(C=C(C1OC1=CC=CC=C1)C=1C2=C(C(N(C1)C)=O)NC=C2)NS(=O)(=O)C